(((2-(1-amino-5-(tert-butoxy)-1,5-dioxopentan-2-yl)-5-bromo-1-oxoisoindolin-4-yl)oxy)methyl)-5,6-dihydropyridine-1(2H)-carboxylic acid (S)-tert-butyl ester C(C)(C)(C)OC(=O)N1C(C=CCC1)COC1=C2CN(C(C2=CC=C1Br)=O)C(C(=O)N)CCC(=O)OC(C)(C)C